11-((1S,5S)-6,6-dimethylbicyclo[3.1.1]hept-2-yl)undecanoic acid CC1([C@H]2CCC([C@@H]1C2)CCCCCCCCCCC(=O)O)C